Gold-silver-palladium [Pd].[Ag].[Au]